methyl 4-((3,3,3-trifluoropropyl)amino)pyrrolo[1,2-a]quinoxaline-7-carboxylate FC(CCNC=1C=2N(C3=CC=C(C=C3N1)C(=O)OC)C=CC2)(F)F